(E)-N-(2-methoxy-5-(4-(1-(4-oxopent-2-enoyl)-1,2,3,6-tetrahydropyridin-4-yl)pyrido[3,2-d]pyrimidin-6-yl)pyridin-3-yl)-2,4-dimethylthiazole-5-sulfonamide COC1=NC=C(C=C1NS(=O)(=O)C1=C(N=C(S1)C)C)C=1C=CC=2N=CN=C(C2N1)C=1CCN(CC1)C(\C=C\C(C)=O)=O